1-(difluoromethylsulfonyl)-2-methyl-isothiourea FC(S(=O)(=O)NC(SC)=N)F